O=C1C(O)=C([O-])[C@H](O1)[C@@H](O)CO.[Fe+2].O=C1C(O)=C([O-])[C@H](O1)[C@@H](O)CO (+)-Iron (II) L-ascorbate